CC/C=C\\C/C=C\\C/C=C\\C/C=C\\C/C=C\\CCC[C@H](CC(=O)SCCNC(=O)CCNC(=O)[C@@H](C(C)(C)COP(=O)(O)OP(=O)(O)OC[C@@H]1[C@H]([C@H]([C@@H](O1)N2C=NC3=C(N=CN=C32)N)O)OP(=O)(O)O)O)O The molecule is an unsaturated fatty acyl-CoA that results from the formal condensation of the thiol group of coenzyme A with the carboxy group of (3R,7Z,10Z,13Z,16Z,19Z)-3-hydroxydocosapentaenoic acid. It is a long-chain fatty acyl-CoA, an unsaturated fatty acyl-CoA, a (R)-3-hydroxyacyl-CoA and a 3-hydroxy fatty acyl-CoA. It is a conjugate acid of a (3R,7Z,10Z,13Z,16Z,19Z)-3-hydroxydocosapentaenoyl-CoA(4-).